3-(2-((3-methoxybenzyl)amino)ethyl)-1H-pyrrolo[2,3-b]pyridine-5-carbonitrile fumarate salt C(\C=C\C(=O)O)(=O)O.COC=1C=C(CNCCC2=CNC3=NC=C(C=C32)C#N)C=CC1